S1C(=CC=C1)C(CC#N)=O 3-(thien-2-yl)-3-oxopropanenitrile